O1C(OCC1)C1=CC=C(C=C1)N1N=CC=C1C1CC1 1-(4-(1,3-dioxolane-2-yl)phenyl)-5-cyclopropyl-1H-pyrazole